NC=1C=CC(=NC1)N1N=C(C(=C1)C1=CN=C(N1C)C(=O)NC1=CC(=C(C=C1)C(=O)N1CCC(CC1)N(C)C([C@H]1NC[C@@H](C1)O)=O)Cl)C(F)(F)F 5-[1-(5-amino-2-pyridyl)-3-(trifluoromethyl)pyrazol-4-yl]-N-[3-chloro-4-[4-[[(2S,4R)-4-hydroxyprolyl]-methyl-amino]piperidine-1-carbonyl]phenyl]-1-methyl-imidazole-2-carboxamide